O=C1CCN(CC1)C1=CC=C(CNC(OC(C)(C)C)=O)C=C1 tert-butyl 4-(4-oxopiperidin-1-yl)benzylcarbamate